O1OC=CC(C=CC=CC=CC=CC=CC=CC(C1)=O)=O dioxacyclononadecine-5,18-dione